C1(CCCCC1)COCCC=O 3-(CYCLOHEXYLMETHOXY)PROPANAL